3-[6-amino-1-[(4-amino-2-fluoro-phenyl)methyl]pyrazolo[3,4-d]pyrimidin-4-yl]-2-fluoro-benzonitrile NC1=NC(=C2C(=N1)N(N=C2)CC2=C(C=C(C=C2)N)F)C=2C(=C(C#N)C=CC2)F